C(#C)S(=O)(=O)C1=CC=C(C=C1)C 1-(ethynylsulfonyl)-4-methylbenzene